CC1(OC2=C(C(=C(C(=C2CC1)C)O)C)C)CCCC(CCCC(CCCC(C)C)C)C 2,5,7,8-tetramethyl-2-[4,8,12-trimethyltridecyl]chroman-6-ol